OCC=1SC=CC1C=1C=CC=2N(C1)N=NC2C(=O)NC=2C(=NC=C(C2)NC(CN2[C@H](CCC2)C)=O)C 6-[2-(hydroxymethyl)-3-thienyl]-N-[2-methyl-5-[[2-[(2S)-2-methylpyrrolidin-1-yl]acetyl]amino]-3-pyridyl]triazolo[1,5-a]pyridine-3-carboxamide